FC1(CN(CC1)[C@H](C)C1=CC(=C2CN(C(C2=C1)=O)C1=CC(=CC=C1)C1(COC1)CC1=NN=CN1C)C(F)(F)F)F (R)-6-(1-(3,3-difluoropyrrolidin-1-yl)ethyl)-2-(3-(3-((4-methyl-4H-1,2,4-triazol-3-yl)methyl)oxetan-3-yl)phenyl)-4-(trifluoromethyl)isoindolin-1-one